methyl-7-methoxy-beta-carboline CC1=NC=CC=2C3=CC=C(C=C3NC12)OC